N[C@H]1CS(C2=C(N(C1=O)CC1=CC=C(C=C1)Cl)C=C(C(=C2)F)C2=NOC(=N2)C(C(F)(F)F)(OC)F)=O (3R)-3-amino-5-[(4-chlorophenyl)methyl]-8-fluoro-1-oxo-7-[5-(1,2,2,2-tetrafluoro-1-methoxy-ethyl)-1,2,4-oxadiazol-3-yl]-2,3-dihydro-1lambda4,5-benzothiazepin-4-one